3-(((1-((2-chloropyrimidin-5-yl)amino)isoquinolin-6-yl)oxy)methyl)oxetane-3-carbonitrile ClC1=NC=C(C=N1)NC1=NC=CC2=CC(=CC=C12)OCC1(COC1)C#N